(2R,3R,4R,5S)-2-methyl-1-((1-(2,2,2-trifluoroethyl)piperidin-4-yl)methyl)piperidine-3,4,5-triol C[C@H]1N(C[C@@H]([C@H]([C@@H]1O)O)O)CC1CCN(CC1)CC(F)(F)F